IC=1C=CC(C2=CC3=CC=CC(=C3C12)I)=O 4,5-diiodofluorenone